S1C(=NC=C1)N thiazol-amine